C1(CC1)NC1=CC(=NC=2N1N=CC2C#N)NC2=CC(=C(C=C2)OC(F)F)C[S@](=O)C |r| (±)-7-(Cyclopropylamino)-5-((4-(difluoromethoxy)-3-((methylsulfinyl)methyl)phenyl)amino)pyrazolo[1,5-a]pyrimidin-3-carbonitril